C(C)(C)(C)N(C(O)=O)C1CN(CCC1)C1=C(C=C(C=C1)[N+](=O)[O-])I.[N+](=O)([O-])C1=CC(=C(C=C1)N1CC(CCC1)NC(OC(C)(C)C)=O)C#CC1=CC=C(C=C1)C(NCCN1CCCCC1)=O tert-butyl (1-(4-nitro-2-((4-((2-(piperidin-1-yl)ethyl)carbamoyl)phenyl)ethynyl)phenyl)piperidin-3-yl)carbamate Tert-butyl-(1-(2-iodo-4-nitrophenyl)piperidin-3-yl)carbamate